CC1NC2=CC=C(C=C2CC1)Br 2-methyl-6-bromo-1,2,3,4-tetrahydroquinoline